acryloylpropanesulfonic acid C(C=C)(=O)C(CC)S(=O)(=O)O